C(C)OC1=C(C=C(C=C1)N)N(CCO)CCO N,N-bis(hydroxyethyl)-2,4-diaminophenyl ethyl ether